OC=1C(=C(C=C(C1O)CC=C(C)C)C1OC2=C(C(C1)=O)C(=CC(=C2)O)O)CC=C(C)C 2-[3,4-dihydroxy-2,5-di(3-Methyl-2-buten-1-yl)phenyl]-2,3-dihydro-5,7-dihydroxy-4H-1-benzopyran-4-one